4-(4-aminophenoxy)-2-benzylaniline NC1=CC=C(OC2=CC(=C(N)C=C2)CC2=CC=CC=C2)C=C1